C(C)S(=O)(=O)C1=CC=C(C=C1)CC(=O)NC=1C=CC2=C(N(C(=N2)CC2=CC=C(C=C2)C(F)(F)F)C)C1 (4-(ethylsulfonyl)phenyl)-N-(1-methyl-2-(4-(trifluoromethyl)benzyl)-1H-benzo[d]imidazol-6-yl)acetamide